C=1N=CN2C1C1=CC=CC=C1[C@H]2[C@H]2COCCC[C@@H]2O (3S,4S)-3-((R)-5H-imidazo[5,1-a]isoindol-5-yl)oxepan-4-ol